NC(CC[C@@H](C1=CC=CC=C1)NC(=O)N1CC2=CC(=CC(=C2CC1)C1=CC=C(C=C1)C(F)(F)F)Br)=O (S)-N-(4-Amino-4-oxo-1-phenylbutyl)-7-bromo-5-(4-(trifluoromethyl)phenyl)-3,4-dihydroisoquinoline-2(1H)-carboxamide